trans-5-(2-(4-fluoronaphthalen-2-yl)cyclopropyl)-2,2'-bipyrimidine FC1=CC(=CC2=CC=CC=C12)[C@H]1[C@@H](C1)C=1C=NC(=NC1)C1=NC=CC=N1